The molecule is an anionic unsymmetrical C5 cyanine dye having differentially substituted indoleinine groups at each end. It has a role as a fluorochrome. It is a cyanine dye, an indolium ion and an organosulfonate oxoanion. CCN\\1C2=C(C3=C(C=C2)C(=CC(=C3)S(=O)(=O)[O-])S(=O)(=O)[O-])C(/C1=C\\C=C\\C=C\\C4=[N+](C5=C(C4(C)C)C=C(C=C5)NC(=O)CI)C)(C)C